N[C@H](C(=O)[O-])CC (S)-2-aminobutyrate